CC1=CC=CC(=N1)N1N=CC(=C1C(F)(F)F)C(=O)N 1-(6-methylpyridin-2-yl)-5-(trifluoromethyl)-1H-pyrazole-4-carboxamide